tert-butyl 4-[5-(ethoxy carbonyl)-1-[(trimethylsilyl)methyl]-1H-1,2,3-triazol-4-yl]piperidine-1-carboxylate C(C)OC(=O)C1=C(N=NN1C[Si](C)(C)C)C1CCN(CC1)C(=O)OC(C)(C)C